4-(4-(4-((5-chloropyrimidin-2-yl)amino)piperidin-1-yl)-4-oxobutyl)phthalazin-1(2H)-one ClC=1C=NC(=NC1)NC1CCN(CC1)C(CCCC1=NNC(C2=CC=CC=C12)=O)=O